aminomyristic acid NC(C(=O)O)CCCCCCCCCCCC